ClC1=C(C=CC(=C1)F)[C@@H]([C@H](C)C=1N(C(C(=C(N1)C(=O)NC=1C=NOC1)O)=O)C)C=1C=NN(C1)C 2-((1s,2s)-1-(2-chloro-4-fluorophenyl)-1-(1-methyl-1H-pyrazol-4-yl)propan-2-yl)-5-hydroxy-N-(isoxazol-4-yl)-1-methyl-6-oxo-1,6-dihydropyrimidine-4-carboxamide